ClC1=C(C(=CC=C1)Cl)C1=CC2=C(N=C(N=C2)N(C2=CC=CC=C2)C2=CC(=CC=C2)SC)N(C1=O)C 6-(2,6-dichlorophenyl)-8-methyl-2-(3-methylsulfanylphenyl-phenylamino)pyrido[2,3-d]pyrimidin-7-one